L-β-Glutamic acid NC(CC(=O)O)CC(=O)O